1,2,3,4-Tetrafluoro-1-butene FC=C(C(CF)F)F